C1(CC1)NC1(CCCC1)CC1=C(C(=O)N)C=CC(=C1)C#CC1=C(C=CC=C1)F ((1-(cyclopropylamino)cyclopentyl)methyl)-4-((2-fluorophenyl)ethynyl)benzamide